2-(2,6-dioxopiperidin-3-yl)-4-(((1-(1-((1-(trifluoromethyl)cyclobutyl)meth-yl)piperidin-4-yl)-1H-pyrazol-4-yl)methyl)amino)isoindoline-1,3-dione O=C1NC(CCC1N1C(C2=CC=CC(=C2C1=O)NCC=1C=NN(C1)C1CCN(CC1)CC1(CCC1)C(F)(F)F)=O)=O